[Ba].[Th] thorium-barium